CC(C(C)=O)C(CC)C 3,4-dimethylhexan-2-one